6-(hydroxymethyl)-4-(4-(3,4,5-trifluorophenyl)-1H-1,2,3-triazol-1-yl)tetrahydro-2H-pyran-3,5-diol OCC1C(C(C(CO1)O)N1N=NC(=C1)C1=CC(=C(C(=C1)F)F)F)O